C(C)(=O)C=1C=C(C=C2C=C(C(=NC12)SC)C)C 8-acetyl-3,6-dimethyl-2-methylsulfanyl-quinoline